ClC1=CC=C(C=N1)CN1N=C2N(C1=O)[C@H](CC2)C(=O)N2C[C@H]([C@H](C2)F)F |&1:14| (5RS)-2-[(6-Chloropyridin-3-yl)methyl]-5-{[(3R,4S)-3,4-difluoropyrrolidin-1-yl]carbonyl}-2,5,6,7-tetrahydro-3H-pyrrolo[2,1-c][1,2,4]triazol-3-one